2-[3-(2-(tert-butoxycarbonylamino)-ethyl)-1H-indol-2-yl]-acetic acid isopropyl ester C(C)(C)OC(CC=1NC2=CC=CC=C2C1CCNC(=O)OC(C)(C)C)=O